COC1(CCCCC1)OOC(C)(C)CC 1-methoxy-1-t-amylperoxycyclohexane